(R)-1-[(S)-2-[bis(4-fluorophenyl)phosphino]ferrocenyl]ethyldi-tert-butylphosphine FC1=CC=C(C=C1)P(C=1[C-](C=CC1)[C@@H](C)P(C(C)(C)C)C(C)(C)C)C1=CC=C(C=C1)F.[CH-]1C=CC=C1.[Fe+2]